phenoxyl-benzimidazole O(C1=CC=CC=C1)C=1NC2=C(N1)C=CC=C2